(7R)-2-[4-(3-cyclopropylphenoxy)phenyl]-7-[4-(2-nitrobenzene-1-sulfonyl)piperazin-1-yl]-4,5,6,7-tetrahydro-2H-pyrazolo[4,3-b]pyridine-3-carboxamide C1(CC1)C=1C=C(OC2=CC=C(C=C2)N2N=C3C(NCC[C@H]3N3CCN(CC3)S(=O)(=O)C3=C(C=CC=C3)[N+](=O)[O-])=C2C(=O)N)C=CC1